C(=CC1=CC=CC=C1)C(C=CC(=O)O)C(=O)O styrene-glutaconic acid